C(C)(C)(C)OC(=O)N1CCN(CC1)C=1C=CC(=NC1C([2H])([2H])[2H])C(=O)O 5-(4-(Tert-butoxycarbonyl)piperazin-1-yl)-6-(methyl-d3)picolinic acid